N-(2-hydroxypropyl)octadecanamide CCCCCCCCCCCCCCCCCC(=O)NCC(C)O